FC=1C(=CC2=C(C(NC=3CNC[C@@H](C23)N(C(C2=CC(=C(C(=C2)F)C(F)F)F)=O)C)=O)C1)F (R)-N-(8,9-difluoro-6-oxo-1,2,3,4,5,6-hexahydrobenzo[c][1,7]naphthyridin-1-yl)-4-(difluoromethyl)-3,5-difluoro-N-methylbenzamide